C1(CNCCC1)N1N=CC(=C1)B1OC(C)(C)C(C)(C)O1 N-(3-azacyclohexyl)pyrazole-4-boronic acid pinacol ester